O[C@@H]1[C@H](C[C@H]([C@@H]1O)N1C=CC2=C1N=CN=C2NC)CN(C(CCNC)=O)C N-{[(1R,2R,3S,4R)-2,3-dihydroxy-4-[4-(methylamino)pyrrolo[2,3-d]pyrimidin-7-yl]cyclopentyl]methyl}-N-methyl-3-(methylamino)propanamide